C(CC)(=O)OCC[C@H](N)C(=O)O O-propionyl-L-homoserine